FC1=CC=C(C=C1)C1=NN2C(N=CC=C2C2=CC(=C(C(=O)N[C@H](CO)C3=CC=CC=C3)C=C2)OC)=C1 (S)-4-(2-(4-fluorophenyl)pyrazolo[1,5-a]pyrimidin-7-yl)-N-(2-hydroxy-1-phenylethyl)-2-methoxybenzamide